tert-butyl (1-(6-chloro-5-cyanopyridin-2-yl)cyclohexyl)carbamate tert-butyl-(1-(6-chloro-5-cyanopyridin-2-yl)cyclohexyl)carbamate C(C)(C)(C)N(C(O)=O)C1(CCCCC1)C1=NC(=C(C=C1)C#N)Cl.ClC1=C(C=CC(=N1)C1(CCCCC1)NC(OC(C)(C)C)=O)C#N